2,3,5-trifluoro-4-[(4-methoxyphenyl)methoxy]-N-[(4-{6-[2-(piperazin-1-yl)pyrimidin-5-yl]-2H-indazol-2-yl}bicyclo[2.2.2]octan-1-yl)methyl]benzamide FC1=C(C(=O)NCC23CCC(CC2)(CC3)N3N=C2C=C(C=CC2=C3)C=3C=NC(=NC3)N3CCNCC3)C=C(C(=C1F)OCC1=CC=C(C=C1)OC)F